NC=1C=C(C=NC1)C#CCN(C(CC1=NC=C(C=C1C(F)(F)F)C(F)(F)F)=O)C1=CC=C(C=C1)F N-(3-(5-aminopyridin-3-yl)prop-2-yn-1-yl)-2-(3,5-bis(trifluoromethyl)pyridin-2-yl)-N-(4-fluorophenyl)acetamide